(R)-6-((4-benzylpiperazin-1-yl)sulfonyl)-N-(1-(3-(difluoromethyl)-2-fluorophenyl)ethyl)-7-methoxy-2-methylpyrido[2,3-d]pyrimidin-4-amine C(C1=CC=CC=C1)N1CCN(CC1)S(=O)(=O)C1=CC2=C(N=C(N=C2N[C@H](C)C2=C(C(=CC=C2)C(F)F)F)C)N=C1OC